4-(7-(2-cyanoacetamido)-1H-indol-3-yl)-6-methoxypyridin C(#N)CC(=O)NC=1C=CC=C2C(=CNC12)C1=CC=NC(=C1)OC